CN(C(C)N(C)C)C N,N,N',N'-tetramethylethandiamine